OC1CN(C1)C(=O)OC1CCN(CC1)C(N(CC12CCC(CC1)(CC2)C2=CC(=C(C=C2)OC)C)C2=NC=CC(=C2)C=2C=NN(C2)C(C)C)=O 1-((4-(1-Isopropyl-1H-pyrazol-4-yl)pyridin-2-yl)((4-(4-methoxy-3-methylphenyl)bicyclo[2.2.2]octan-1-yl)methyl)carbamoyl)piperidin-4-yl 3-hydroxyazetidine-1-carboxylate